3,5-difluoro-4-(r-7-(2-hydroxyethoxy)quinolin-4-yl-1-oxylphenyl)-4-methoxypyridine-3-carboxamide FC1(C=NC=C(C1(OC)C1(C(C=CC=C1)C1=CC=NC2=CC(=CC=C12)OCCO)O)F)C(=O)N